2-bromobenzo[h]quinazoline BrC1=NC2=C3C(=CC=C2C=N1)C=CC=C3